(2-methyl-4-piperidyl)oxyl-2,3-dihydro-1,4-benzodiazepin-5-one CC1NCCC(C1)OC1NC2=C(C(NC1)=O)C=CC=C2